(3S)-3-(5-bromo-3-pyridinyl)isoxazolidine-2-carboxylic acid tert-butyl ester C(C)(C)(C)OC(=O)N1OCC[C@H]1C=1C=NC=C(C1)Br